(4-(3-methoxyoxetan-3-yl)phenyl)(4-(3-(4-(trifluoromethyl)phenoxy)propoxy)piperidin-1-yl)methanone COC1(COC1)C1=CC=C(C=C1)C(=O)N1CCC(CC1)OCCCOC1=CC=C(C=C1)C(F)(F)F